NC1=C(C=C(C=N1)NC(C(=O)N1[C@@H](CC[C@H](C1)C)C=1C=CC2=C(C=CS2)C1)=O)C N-(6-amino-5-methyl-3-pyridyl)-2-[(2S,5R)-2-(benzothiophen-5-yl)-5-methyl-1-piperidyl]-2-oxo-acetamide